2,6-dibromo-3,5-dimethoxyaniline BrC1=C(N)C(=C(C=C1OC)OC)Br